2,3-dibromo-5-(1-methoxyethyl)-6-methylpyridine BrC1=NC(=C(C=C1Br)C(C)OC)C